(2R,6R)-2,6-dimethyl-4-phenyl-morpholine C[C@@H]1CN(C[C@H](O1)C)C1=CC=CC=C1